CN(C(C=C)=O)CCCCCC N-methyl-N-hexylacrylamide